N-(2-chlorophenyl)-6-(pyridin-2-yl)imidazo[1,2-a]pyridine-3-carboxamide ClC1=C(C=CC=C1)NC(=O)C1=CN=C2N1C=C(C=C2)C2=NC=CC=C2